C(C)(C)(C)OC(=O)N1C(CN(CC1)C)C(=O)O 1-tert-butoxycarbonyl-4-methyl-piperazine-2-carboxylic acid